C(=O)C1=CC=C(C=C1)N1NN(CC(=C1)C1=CC=C(C=C1)C=O)C1=CC=C(C=C1)C=O 1,3,5-tri(4'-formylphenyl)triazine